1-(2-(2-((tert-butyldimethylsilyl)oxy)ethyl)phenyl)-6,7-dichloropyrido[2,3-d]pyrimidine-2,4(1H,3H)-dione [Si](C)(C)(C(C)(C)C)OCCC1=C(C=CC=C1)N1C(NC(C2=C1N=C(C(=C2)Cl)Cl)=O)=O